S(=O)(=O)(O)O.NC(=O)N monourea sulfate